1-methyl-3-(pent-4-en-1-ynyl)-1H-pyrazole CN1N=C(C=C1)C#CCC=C